18-(((9Z,12Z,15Z)-octadeca-9,12,15-trienoyl)oxy)-octadecanoic acid C(CCCCCCC\C=C/C\C=C/C\C=C/CC)(=O)OCCCCCCCCCCCCCCCCCC(=O)O